CN1C(N(C2=C1C(=CC=C2)N2CCN(CC2)CC2COC1(CNC1)C2)C2C(NC(CC2)=O)=O)=O 3-[3-Methyl-4-[4-(5-oxa-2-azaspiro[3.4]oct-7-ylmethyl)piperazin-1-yl]-2-oxo-benzimidazol-1-yl]piperidine-2,6-dione